ClC1=CC2=C(NC(=N2)NC(=O)C23CC4(CC(CC(C2)C4)(C3)C)C)C=C1Cl N-(5,6-dichloro-1H-1,3-benzimidazol-2-yl)-3,5-dimethyladamantane-1-carboxamide